C(C)(=O)NC=1C=C(C(=C(C1)CCCC(=O)O)Cl)F 4-(5-acetamido-2-chloro-3-fluorophenyl)butanoic acid